(2-Bromoacetyl)-L-alanine BrCC(=O)N[C@@H](C)C(=O)O